FC1C(C1)N1C(C(=CC=C1)NC(=O)C1=CC2=CN(N=C2C=C1OC(C)C)[C@@]12CO[C@@](C1)(C2)C)=O (rac)-cis-N-(1-(2-fluorocyclopropyl)-2-oxo-1,2-dihydropyridin-3-yl)-6-isopropoxy-2-(1-methyl-2-oxabicyclo[2.1.1]hex-4-yl)-2H-indazole-5-carboxamide